2-methoxy-2-methyl-propan-1-amine COC(CN)(C)C